COC=1C=C(C=C(C1C(C)C)OC)C#C 3,5-Dimethoxy-4-isopropylphenylacetylene